(S)-4-(5-(5-fluoro-2-methoxypyridin-4-yl)-1H-pyrazole-3-carbonyl)-N-((6S,8as)-octahydroindolizin-6-yl)-4-azaspiro[2.5]Octane-7-carboxamide FC=1C(=CC(=NC1)OC)C1=CC(=NN1)C(=O)N1C2(CC2)C[C@H](CC1)C(=O)N[C@@H]1CN2CCC[C@H]2CC1